CIS-8-(dimethylamino)-1-[2-(1-methoxycyclobutyl)ethyl]-3-[(4-methoxyphenyl)methyl]-8-phenyl-1,3-diazaspiro[4.5]decan-2-one CN(C1(CCC2(CN(C(N2CCC2(CCC2)OC)=O)CC2=CC=C(C=C2)OC)CC1)C1=CC=CC=C1)C